FC=1C=CC(=C(C1)C#CC=1C=CC(=NC1)C(=O)OC)NS(=O)(=O)C=1C(=CC=C2C=CC=NC12)C methyl 5-{2-[5-fluoro-2-(7-methylquinoline-8-sulfonamido)phenyl]ethynyl}pyridine-2-carboxylate